OC[C@H](C1=CC=CC=C1)NC1=CC(=NC=C1C1=NC(=NO1)C12CCN(CC1)CC2)NC2=CC=C1C(N3N(C1=C2)CC=CC3)=O (S)-3-((4-((2-hydroxy-1-phenylethyl)amino)-5-(3-(quinuclidin-4-yl)-1,2,4-oxadiazol-5-yl)pyridin-2-yl)amino)-6,9-dihydro-11H-pyridazino[1,2-a]indazol-11-one